(5-Ethyl-4-oxo-4,5-dihydrothieno[3,2-c]pyridin-3-yl)carbamic acid tert-butyl ester C(C)(C)(C)OC(NC1=CSC2=C1C(N(C=C2)CC)=O)=O